1-(2-chloroethyl)-3-methoxypyrrolidine hydrochloride Cl.ClCCN1CC(CC1)OC